(2S)-2-{1-[1-(3-methyl-1,2,4-oxadiazol-5-yl)azepin-4-yl]piperidin-4-yl}pyrrolidine-1-carboxylic acid tert-butyl ester C(C)(C)(C)OC(=O)N1[C@@H](CCC1)C1CCN(CC1)C=1C=CN(C=CC1)C1=NC(=NO1)C